3-amino-N-[(3R)-8-cyano-5-fluoro-7-{9-oxa-3,7-diazabicyclo[3.3.1]nonan-3-yl}-3,4-dihydro-2H-1-benzopyran-3-yl]-6-methylthieno[2,3-b]pyridine-2-carboxamide NC1=C(SC2=NC(=CC=C21)C)C(=O)N[C@H]2COC1=C(C2)C(=CC(=C1C#N)N1CC2CNCC(C1)O2)F